(S)-4-(4-((benzyloxy)carbonyl)-3-(cyanomethyl)piperazin-1-yl)-2-(methylsulfanyl)-5,8-dihydropyrido[3,4-d]pyrimidine-7(6H)-carboxylic acid tert-butyl ester C(C)(C)(C)OC(=O)N1CC=2N=C(N=C(C2CC1)N1C[C@@H](N(CC1)C(=O)OCC1=CC=CC=C1)CC#N)SC